7-(2-methoxyphenoxy)-1,2,3,4-tetrahydroacridine-9-amine COC1=C(OC2=CC=C3N=C4CCCCC4=C(C3=C2)N)C=CC=C1